ethyl 2-(3-((6-chloro-4-methoxypyridin-3-yl)carbamoyl)-3-(2-isopropylphenyl)azetidin-1-yl)oxazole-4-carboxylate ClC1=CC(=C(C=N1)NC(=O)C1(CN(C1)C=1OC=C(N1)C(=O)OCC)C1=C(C=CC=C1)C(C)C)OC